ethyl-phosphonous dichloride C(C)P(Cl)Cl